tri-acetyl-ethylnicotinate C(C)(=O)C1=C(C(=NC(=C1C(=O)[O-])CC)C(C)=O)C(C)=O